2-((1R,5S,6s)-3-azabicyclo[3.1.0]hexan-6-yl)ethyl acetate hydrochloride Cl.C(C)(=O)OCCC1[C@@H]2CNC[C@H]12